5-(3-chloroimidazo[1,2-a]pyrimidin-6-yl)-N-(trans-4-(2-methoxyethoxy)cyclohexyl)pyrrolo[2,1-f][1,2,4]triazin-2-amine ClC1=CN=C2N1C=C(C=N2)C=2C=CN1N=C(N=CC12)N[C@@H]1CC[C@H](CC1)OCCOC